CC1=NC(=CC2=C1N(C(=N2)C2=NC=CC=C2)[C@H]2C[C@H](CCC2)NC(=O)C=2SC(=CC2)Br)C(=O)NC methyl-3-[(1R,3S)-3-(5-bromothiophene-2-amido)cyclohexyl]-N-methyl-2-(pyridin-2-yl)imidazo[4,5-c]pyridine-6-carboxamide